FC=1C=C2CN(CC2=CC1)C1=NC=2N(C(=C1)C=1C=NNC1)N=C(C2C(C)C)C(=O)NC2=CC=C(C=C2)OC2CCOCC2 (5-fluoroisoindolin-2-yl)-3-isopropyl-7-(1H-pyrazol-4-yl)-N-(4-((tetrahydro-2H-pyran-4-yl)oxy)phenyl)pyrazolo[1,5-a]pyrimidine-2-carboxamide